methyl-2,2,2-trifluoroethyl-({6-[(3R)-3-methylmorpholin-4-yl]-2-{1H-pyrrolo[2,3-b]pyridin-4-yl}pyrimidin-4-yl}imino)-λ6-sulfanone CS(=O)(=NC1=NC(=NC(=C1)N1[C@@H](COCC1)C)C1=C2C(=NC=C1)NC=C2)CC(F)(F)F